2-bromo-4-chlorobenzaldehyde BrC1=C(C=O)C=CC(=C1)Cl